1-hydroxy-N-(isoxazol-3-ylmethyl)-N,6,6,9-tetramethyl-3-pentyl-6H-benzo[c]chromene-2-carboxamide OC1=C2C3=C(C(OC2=CC(=C1C(=O)N(C)CC1=NOC=C1)CCCCC)(C)C)C=CC(=C3)C